N-[(4-fluorophenyl)methyl]-N-[3-(trifluoromethyl)oxetan-3-yl]acetamide FC1=CC=C(C=C1)CN(C(C)=O)C1(COC1)C(F)(F)F